OCC1N(CC1)C(=O)OCCCC butyl 2-(hydroxymethyl)azetidine-1-carboxylate